C(C)(=O)O[C@@H](C(=O)F)[C@@H](OC(C)=O)[C@H](OC(C)=O)[C@H](O)COC(C)=O 2,3,4,6-tetra-O-acetyl-1-fluoro-glucose